2-methyl-5-oxo-1-(p-tolyl)pentan-2-yl acetate C(C)(=O)OC(CC1=CC=C(C=C1)C)(CCC=O)C